C(#N)C(C)(C)C1=CC2=C(N(C=N2)C2=CC(=C(C(=O)OC)C(=C2)OC)OC)C=C1 methyl 4-[5-(1-cyano-1-methylethyl)benzimidazol-1-yl]-2,6-dimethoxy-benzoate